CCCCC[C@@H](C/C=C/1\\[C@H](C=CC1=O)C/C=C\\CCCC(=O)[O-])O The molecule is a prostaglandin carboxylic acid anion that is the conjugate base of 13,14-dihydro-Delta(12)-prostaglandin J2, obtained by deprotonation of the carboxy group; major species at pH 7.3. It is a conjugate base of a 13,14-dihydro-Delta(12)-prostaglandin J2.